CC(C)(C(CC)CC)O 2-methyl-3-ethyl-2-pentanol